C(C)(C)(C)OC(=O)N1CCC(=CC1)C=1C(=C2CCN(C2=CC1)C(=O)OCC1=CC=CC=C1)F benzyl 5-(1-tert-butoxycarbonyl-3,6-dihydro-2H-pyridin-4-yl)-4-fluoro-indoline-1-carboxylate